N-methyl-5-(4-(3-(4-oxo-3-(trifluoromethyl)-4,5-dihydro-1H-pyrazolo[3,4-d]pyrimidin-6-yl)pyrrolidin-1-yl)piperidin-1-yl)picolinamide CNC(C1=NC=C(C=C1)N1CCC(CC1)N1CC(CC1)C=1NC(C2=C(N1)NN=C2C(F)(F)F)=O)=O